C(C1=CC=CC=C1)C=1N=C2N(C(=NC=3C=CC=C(C23)F)N)C1 2-benzyl-10-fluoroimidazo[1,2-c]quinazolin-5-amine